2-(2-((5-amino-1,3,4-thiadiazol-2-yl)oxy)ethyl)isoindoline-1,3-dione NC1=NN=C(S1)OCCN1C(C2=CC=CC=C2C1=O)=O